(3aS,5aR,7R,8aR,8bR)-2,2,6,6,7,8,8-heptamethyldecahydro-2H-indeno[4,5-b]furan CC1(C[C@H]2[C@@H](O1)[C@H]1C([C@@H](C([C@@H]1CC2)(C)C)C)(C)C)C